C(C=1C(C(=O)[O-])=CC=CC1)(=O)[O-].C[NH+]1C(N(CC1)C)CC.C[NH+]1C(N(CC1)C)CC 1,3-dimethyl-2-ethylimidazolinium phthalate